FC1=CC(=CC2=C1B(OC2)O)NC2=NC=C(C(=N2)N[C@@H]2COCC[C@H]2C#N)C (trans)-3-((2-((7-fluoro-1-hydroxy-1,3-dihydrobenzo[c][1,2]oxaborol-5-yl)amino)-5-methylpyrimidin-4-yl)amino)tetrahydro-2H-pyran-4-carbonitrile